FC1=CC=C(C=C1)C=1C=CC=C2C(=C(N3C(C12)=NC=N3)C(=O)NCC(=O)O)O (10-(4-fluorophenyl)-6-hydroxy-[1,2,4]triazolo[5,1-a]isoquinoline-5-carbonyl)glycine